N[C@](C(=O)OC(C)C)(CC(C)(C)C)C1=CC=C(C=C1)C#C isopropyl (R)-2-amino-2-(4-ethynylphenyl)-4,4-dimethylvalerate